11-Benzyl-3-(4-fluorophenyl)-11H-imidazo[1',2':1,2]pyrido[3,4-b]indole C(C1=CC=CC=C1)N1C2=C(C3=CC=CC=C13)C=CN1C2=NC=C1C1=CC=C(C=C1)F